N2-[4-(2-methoxyethyl)-2H-1,4-benzoxazin-3(4H)-one-7-yl]-5-methyl-N4-(2-oxo-2,3-dihydro-1,3-benzoxazol-5-yl)-2,4-pyrimidinediamine COCCN1C(COC2=C1C=CC(=C2)NC2=NC=C(C(=N2)NC=2C=CC1=C(NC(O1)=O)C2)C)=O